methyl 4-methyl-2-(2-(2-oxo-3,4-dihydroquinolin-1(2H)-yl)acetamido)thiophene-3-carboxylate CC=1C(=C(SC1)NC(CN1C(CCC2=CC=CC=C12)=O)=O)C(=O)OC